C(C)(C)(C)OC(=O)N(C/C=C(/C(=O)OC)\C)CCOC1=CC=C(C=C1)I methyl (E)-4-((tert-butoxycarbonyl)(2-(4-iodophenoxy)ethyl)amino)-2-methylbut-2-enoate